C(C)(C)(C)OC(N[C@H](C(=O)NC1=NC=C(C=C1F)Cl)C1CC1)=O (S)-(2-((5-chloro-3-fluoropyridin-2-yl)amino)-1-cyclopropyl-2-oxoethyl)carbamic acid tert-butyl ester